dimethyl-(2-acryloyloxyethyl)(3-carboxylatopropyl)aminium C[N+](CCCC(=O)[O-])(CCOC(C=C)=O)C